C(C)(C)OC(C(C(=O)OC(C)C)=C)=O 2-methylenemalonic acid diisopropyl ester